CN1C(C=CC2=CC(=CC=C12)OCCCC(=O)O)=O 4-(1-methyl-2-oxo-1,2-dihydroquinolin-6-oxy)butyric acid